1-hydroxy-3-(3,4-dimethoxyphenyl)-9H-xanthen-9-one OC1=CC(=CC=2OC3=CC=CC=C3C(C12)=O)C1=CC(=C(C=C1)OC)OC